6-fluoro-2-oxo-1,4-dihydroquinazolin FC=1C=C2CNC(NC2=CC1)=O